FC(C(=O)O)(F)F.O1CCCC12CCN(CC2)C2=CC=C(C=C2)N2N=C(C=C2C2=CC(=C(C#N)C=C2)F)NC[C@@H]2C[C@H](CCC2)N 4-(1-(4-(1-Oxa-8-azaspiro[4.5]decan-8-yl)phenyl)-3-((((1S,3S)-3-amino-cyclohexyl)methyl)-amino)-1H-pyrazol-5-yl)-2-fluorobenzonitrile 2,2,2-trifluoro-acetate